C(C)OC1=NC=CC=C1C1=CC(=C2C(=N1)C(=NN2C(C)C)C)NCC2=NC=CN=C2 5-(2-ethoxy-3-pyridyl)-1-isopropyl-3-methyl-N-(pyrazin-2-ylmethyl)pyrazolo[4,3-b]pyridin-7-amine